1-(5-(3-cyano-6-(1-((1r,4r)-4-(2-oxoethyl)cyclohexyl)-1H-pyrazol-4-yl)pyrazolo[1,5-a]pyridin-4-yl)pyridin-2-yl)-4-ethyl-N-isopropylpiperidine-4-carboxamide C(#N)C=1C=NN2C1C(=CC(=C2)C=2C=NN(C2)C2CCC(CC2)CC=O)C=2C=CC(=NC2)N2CCC(CC2)(C(=O)NC(C)C)CC